cis-2,6-dimethyl-piperazine C[C@@H]1N[C@@H](CNC1)C